(5R)-N-[(3S)-9-fluoro-2-oxo-5-phenyl-1,3-dihydro-1,4-benzodiazepine-3-yl]-2-(2-fluoro-4-sulfamoylphenyl)-5-methyl-6,7-dihydro-5H-pyrazolo[5,1-b][1,3]Oxazine-3-carboxamide FC1=CC=CC=2C(=N[C@@H](C(NC21)=O)NC(=O)C=2C(=NN1C2O[C@@H](CC1)C)C1=C(C=C(C=C1)S(N)(=O)=O)F)C1=CC=CC=C1